ClC1=CC(=C(C=C1Cl)NC(=O)N1[C@@H]2CC[C@H]1CC=1C(=NC=C(C12)NC)F)F (5R,8S)-N-(4,5-dichloro-2-fluorophenyl)-1-fluoro-4-(methylamino)-6,7,8,9-tetrahydro-5H-5,8-epiminocyclohepta[c]pyridine-10-carboxamide